FC(C(=O)C1=CC=C(C=C1)C)(\C=C(/C1=CC=CC=C1)\I)F (E)-2,2-difluoro-4-iodo-4-phenyl-1-(p-tolyl)but-3-en-1-one